N(=[N+]=[N-])CC1=NC=C(C=C1)F 2-(azidomethyl)-5-fluoropyridine